ClC1=C(C=C(C=C1)N(C(C)=O)C1=NC=CC(=C1)NC(CC1=C(C(=CC=C1)F)Cl)=O)F N-(4-chloro-3-fluorophenyl)-N-{4-[2-(2-chloro-3-fluorophenyl)acetylamino]pyridin-2-yl}acetamide